NC1=NC=C(C2=C1C(=NN2C2CN(CC2)C(C=CCN(C)C)=O)C#CC2=CC(=CC(=C2)OC)OC)Cl 1-(3-(4-amino-7-chloro-3-((3,5-dimethoxyphenyl)ethynyl)-1H-pyrazolo[4,3-c]pyridin-1-yl)pyrrolidin-1-yl)-4-(dimethylamino)but-2-en-1-one